(5R)-5-[(1R,3aS,3bR,5aS,9aS,9bS,11aR)-7-amino-9a,11a-dimethylhexadecahydro-1H-cyclopenta[1,2-a]phenanthrene-1-yl]hexanoic acid methyl ester COC(CCC[C@@H](C)[C@H]1CC[C@@H]2[C@@]1(CC[C@@H]1[C@]3(CCC(C[C@@H]3CC[C@@H]21)N)C)C)=O